2-methoxylbenzyl chloride O(C)C1=C(CCl)C=CC=C1